NCCSSCS (2-aminoethyldisulfanyl)methyl mercaptan